acetic acid (Z,E)-tetradeca-9,12-dienyl ester C(CCCCCCC\C=C/C\C=C\C)OC(C)=O